C(C)(C)(C)C1=CC=C(C=C1)S(=O)(=O)NC=1C=C2C(N(C(C2=CC1)=O)C1C(NC(CC1)=O)=O)=O 4-(tert-butyl)-N-(2-(2,6-dioxopiperidin-3-yl)-1,3-dioxoisoindolin-5-yl)benzenesulfonamide